ClC1=CC=C(C=C1)C1=N[C@H](C=2N(C3=C1C(=C(S3)C)C)C(=NN2)C)CC(=O)NCCCN2CCNCC2 (S)-2-(4-(4-chlorophenyl)-2,3,9-trimethyl-6H-thieno[3,2-f][1,2,4]triazolo[4,3-a][1,4]diazepin-6-yl)-N-(3-(piperazin-1-yl)propyl)acetamide